2,3-dimethyl-4-nitrosophenol CC1=C(C=CC(=C1C)N=O)O